N-((8-(2-(pyridin-4-yl)pyrido[3,4-d]pyrimidin-4-yl)-2,8-diazaspiro[4.5]decan-3-yl)methyl)methanesulfonamide tert-butyl-[(pyrrolidin-3-yl)methyl]carbamate C(C)(C)(C)N(C(O)=O)CC1CNCC1.N1=CC=C(C=C1)C=1N=C(C2=C(N1)C=NC=C2)N2CCC1(CC(NC1)CNS(=O)(=O)C)CC2